C[C@@H]1N(C[C@H](N(C1)C(C)C=1C=C2N=C(C=NC2=CC1)C)C)C1=CC(N(C=2N1N=C(C2)CC#N)C)=O 2-(7-((2S,5R)-2,5-dimethyl-4-(1-(3-methylquinoxalin-6-yl)ethyl)piperazin-1-yl)-4-methyl-5-oxo-4,5-dihydropyrazolo[1,5-a]pyrimidin-2-yl)acetonitrile